tert-butyl 4-[2-(difluoromethyl)-4-[3-[3-[[ethyl(methyl) sulfamoyl] amino]-2,6-difluoro-benzoyl]-1H-pyrrolo[2,3-b]pyridin-5-yl]phenyl]piperazine-1-carboxylate FC(C1=C(C=CC(=C1)C=1C=C2C(=NC1)NC=C2C(C2=C(C(=CC=C2F)NS(N(C)CC)(=O)=O)F)=O)N2CCN(CC2)C(=O)OC(C)(C)C)F